C(#N)C(C(=O)OCC)C(C1=CC=CC=C1)C1=CC=CC=C1 ethyl 2-cyano-3,3-diphenylpropionate